2-[7-fluoro-1-oxo-6-(trifluoromethyl)spiro[3H-isoquinoline-4,1'-cyclopropane]-2-yl]-N-(5-fluoropyrimidin-2-yl)acetamide FC1=C(C=C2C(=C1)C(N(CC21CC1)CC(=O)NC1=NC=C(C=N1)F)=O)C(F)(F)F